2-[3'-(Dibenzothien-4-yl)biphenyl-3-yl]dibenzo[f,h]quinoxaline C1=CC=C(C=2SC3=C(C21)C=CC=C3)C=3C=C(C=CC3)C3=CC(=CC=C3)C3=NC2=C1C(=C4C(=C2N=C3)C=CC=C4)C=CC=C1